2-(((S)-pyrrolidin-3-yl)oxy)nicotinic acid N1C[C@H](CC1)OC1=C(C(=O)O)C=CC=N1